(Z)-5-((5-(4-fluoro-2-hydroxyphenyl)furan-2-yl)methylene)thiazolidine-2,4-dione FC1=CC(=C(C=C1)C1=CC=C(O1)\C=C/1\C(NC(S1)=O)=O)O